(3,4-difluorophenyl)-N-[2-(hydroxymethyl)-3-[4-(trifluoromethoxy)phenyl]propyl]morpholine-4-carboxamide FC=1C=C(C=CC1F)C1N(CCOC1)C(=O)NCC(CC1=CC=C(C=C1)OC(F)(F)F)CO